OC/C=C/B1OC(C)(C)C(C)(C)O1 trans-3-hydroxypropenylboronic acid pinacol ester